(2R,4S)-4-benzyloxy-1-tert-butoxycarbonyl-pyrrolidine-2-carboxylic acid C(C1=CC=CC=C1)O[C@H]1C[C@@H](N(C1)C(=O)OC(C)(C)C)C(=O)O